BrC1=C(C=C(C(=C1)F)F)[N+](=O)[O-] 1-bromo-4,5-difluoronitrobenzene